(S)-(4-Fluoro-phenyl)(3-(4-(2-fluoro-phenyl)-oxazol-2-yl)-piperidin-1-yl)-methanone FC1=CC=C(C=C1)C(=O)N1C[C@H](CCC1)C=1OC=C(N1)C1=C(C=CC=C1)F